(1-(1H-indol-3-yl)hex-2-yl)-2-(4-methylpiperazin-1-yl)-1H-imidazole-5-carboxamide N1C=C(C2=CC=CC=C12)CC(CCCC)N1C(=NC=C1C(=O)N)N1CCN(CC1)C